ClC1=C(CNC(CN2N=C(C(=C2)C2=CC=NC3=CC=CC=C23)C2=NC(=CC=C2)C)=O)C=CC=C1 N-(2-chlorobenzyl)-2-(3-(6-methylpyridin-2-yl)-4-(quinolin-4-yl)-1H-pyrazol-1-yl)acetamide